[NH4+].[NH4+].N(N=C1SC2=C(N1CC)C=CC(=C2)S(=O)(=O)[O-])=C2SC1=C(N2CC)C=CC(=C1)S(=O)(=O)[O-] 2,2'-Azinobis(3-ethylbenzothiazoline-6-sulfonic acid)-diammonium salt